(R)-2-((4-(hydroxyimino)-1-oxo-1,4-dihydronaphthalen-2-yl)amino)-3-phenyl-N-(3-chloro-4-methylphenyl)-propionamide ON=C1C=C(C(C2=CC=CC=C12)=O)N[C@@H](C(=O)NC1=CC(=C(C=C1)C)Cl)CC1=CC=CC=C1